FC(C1=NC(=NO1)C1=CC=C(C=C1)C(COC1=CC=C(C=C1)C(F)(F)F)=O)(F)F 1-(4-(5-(trifluoromethyl)-1,2,4-oxadiazol-3-yl)phenyl)-2-(4-(trifluoromethyl)phenoxy)ethan-1-one